((R)-cyclopentyl(4-fluorophenyl)methyl)-2-((S)-2,6-dioxopiperidin-3-yl)-1-oxoisoindoline-5-carboxamide C1(CCCC1)[C@H](C1=CC=C(C=C1)F)C1N(C(C2=CC=C(C=C12)C(=O)N)=O)[C@@H]1C(NC(CC1)=O)=O